(S)-quinuclidin-3-yl (2,2-dimethyl-5-(3-(methylthio)phenyl)-2,3-dihydro-1H-inden-1-yl)carbamat CC1(C(C2=CC=C(C=C2C1)C1=CC(=CC=C1)SC)NC(O[C@@H]1CN2CCC1CC2)=O)C